COC=1C=C2C(=NC=NC2=CC1OC)OCC1CCN(CC1)C(=O)OC(C)(C)C tert-butyl 4-(((6,7-dimethoxyquinazolin-4-yl)oxy)methyl)piperidine-1-carboxylate